O=C1NC(CCC1C=1C=CC(=NC1C)N1CCC(CC1)C=O)=O 1-(5-(2,6-Dioxopiperidin-3-yl)-6-methylpyridin-2-yl)piperidine-4-carbaldehyde